Cl.Cl.NC1(CN(C(C1)CCB(O)O)CC1=CC=CC=C1)C(=O)O 3-amino-1-benzyl-5-(2-boronoethyl)-pyrrolidine-3-carboxylic acid dihydrochloride